2-chloro-4-methylthiophen-3-amine ClC=1SC=C(C1N)C